Cl.FC1(C(CCNCC1)O)F 5,5-difluoroazepan-4-ol hydrochloride